3-(dimethoxy(methyl)silyl)-N,N-diethyl-propan-1-amine CO[Si](CCCN(CC)CC)(C)OC